IC=1C(=NN(C1C)C1CC2(CN(C2)C(=O)OC(C)(C)C)C1)N1C(CC(CC1)N1CC(C1)OC)(C)C Tert-butyl 6-(4-iodo-3-(4-(3-methoxyazetidin-1-yl)-2,2-dimethylpiperidin-1-yl)-5-methyl-1H-pyrazol-1-yl)-2-azaspiro[3.3]heptane-2-carboxylate